ClC=1C=C2C=C(N=CC2=C(N1)Cl)C1(C(C1)(F)F)C(=O)N (6,8-dichloro-2,7-naphthyridin-3-yl)-2,2-difluoro-cyclopropanecarboxamide